[4-[4-(difluoromethoxy)phenyl]-2,6-difluoro-phenyl]spiro[cyclopropane-1,5'-imidazo[1,2-a]imidazol]-6'-one FC(OC1=CC=C(C=C1)C1=CC(=C(C(=C1)F)C1=NC=2N(C1)C1(C(N2)=O)CC1)F)F